4-(4'-(azetidin-3-yloxy)-6-fluoro-2'-methoxy-[1,1'-biphenyl]-3-yl)-7-ethyl-7H-imidazo[4,5-c]pyridazine N1CC(C1)OC1=CC(=C(C=C1)C1=CC(=CC=C1F)C=1C2=C(N=NC1)N(C=N2)CC)OC